FC1=C(C(=CC(=C1)C(=O)OC)[N+](=O)[O-])C1=C(OC=C1)C(=O)OCC ethyl 3-(2-fluoro-4-(methoxycarbonyl)-6-nitrophenyl)furan-2-carboxylate